(R)-8-(4-(bis(4-chlorophenyl)methyl)-3-ethylpiperazin-1-yl)-5-methyl-6-oxo-5,6-dihydro-1,5-naphthyridine-2,7-dicarboxylic acid ClC1=CC=C(C=C1)C(N1[C@@H](CN(CC1)C1=C(C(N(C=2C=CC(=NC12)C(=O)O)C)=O)C(=O)O)CC)C1=CC=C(C=C1)Cl